C1(=CC=C(C=C1)CC(C(=O)N)NC(=O)C1N(CC(C1)O)C(C(C(C)(C)C)N1N=NC=C1)=O)C1=CC=CC=C1 N-(3-([1,1'-biphenyl]-4-yl)-1-amino-1-oxopropan-2-yl)-1-(3,3-dimethyl-2-(1H-1,2,3-triazol-1-yl)butanoyl)-4-hydroxypyrrolidine-2-carboxamide